isopropyl trans-N-[4-[5-[2-(azetidin-1-ylsulfonyl)-4-cyanophenyl]thiazol-2-yl]cyclohexyl]carbamate N1(CCC1)S(=O)(=O)C1=C(C=CC(=C1)C#N)C1=CN=C(S1)[C@@H]1CC[C@H](CC1)NC(OC(C)C)=O